5-Methylene-2,3,4,5-tetrahydrothieno[3,4-b]oxepine-8-carboxylic acid C=C1C=2C(OCCC1)=C(SC2)C(=O)O